CC1N2CCCC2=NCC1 2-methyl-1,5-diazabicyclo(4.3.0)non-5-ene